CN1C=NC2=C1C=C(C(=C2)C=2C=C(C=CC2)NC(C2=CC=C(C=C2)OC2=C(C(=C(C(=C2F)F)SC)F)F)=O)C(F)(F)F N-(3-(1-methyl-6-(trifluoromethyl)-1H-benzo[d]imidazol-5-yl)phenyl)-4-(2,3,5,6-tetrafluoro-4-(methylthio)phenoxy)benzamide